CC1(CS(C1)(=O)=O)NC(=O)C=1C=C2C(=NC1)NN=C2C2CCOCC2 N-(3-methyl-1,1-dioxidothietan-3-yl)-3-(tetrahydro-2H-pyran-4-yl)-1H-pyrazolo[3,4-b]pyridine-5-carboxamide